C1(=CC(=CC=C1)CC1C2(CCOC(N2)=O)CCCN1C(=O)OC)C1=CC=CC=C1 methyl 7-({[1,1'-biphenyl]-3-yl}methyl)-2-oxo-3-oxa-1,8-diazaspiro[5.5]undecane-8-carboxylate